N,N'-phenylenedimaleimide C1(=C(C=CC=C1)N1C(C=CC1=O)=O)N1C(C=CC1=O)=O